CN(C1(CCC2(OCCO2)CC1)C#N)C 8-(dimethylamino)-1,4-dioxaspiro[4.5]decane-8-carbonitrile